NC1=C(C=CC=C1)N1CCN(CC1)C=1C(=NC(=C(N1)C)SC1=C(C(=CC=C1)Cl)Cl)CO (3-(4-(2-aminophenyl)piperazin-1-yl)-6-((2,3-dichlorophenyl)thio)-5-methylpyrazin-2-yl)methanol